(2-cyclopropyl-4-(1-(2,6-dichlorophenyl)azetidin-3-yl)benzyl)piperidine-4-carboxylic acid C1(CC1)C1=C(CN2CCC(CC2)C(=O)O)C=CC(=C1)C1CN(C1)C1=C(C=CC=C1Cl)Cl